O[C@@H]1[C@H](COCC1)NC(OC(C)(C)C)=O Tert-butyl ((3S,4S)-4-hydroxytetrahydro-2H-pyran-3-yl)carbamate